CN1CC2(CCNC=3N2N=C(C3C(=O)N)C3=CC=C2C=CC(=NC2=C3)C3=CC=CC=C3)C1 1-methyl-2'-(2-phenylquinolin-7-yl)-5',6'-dihydro-4'H-spiro[azetidine-3,7'-pyrazolo[1,5-a]pyrimidine]-3'-carboxamide